{[4-(4-methyl-1,3-thiazol-5-yl)phenyl]methyl}pyrrolidine-2-carboxamide CC=1N=CSC1C1=CC=C(C=C1)CN1C(CCC1)C(=O)N